7-chloro-3-(tetrahydrofuran-3-yl)-3,4-dihydroacridine-1,9(2H,10H)-dione ClC1=CC=C2NC=3CC(CC(C3C(C2=C1)=O)=O)C1COCC1